1'-((7-Ethyl-6-oxo-5,6-dihydro-1,5-naphthyridin-3-yl)methyl)-N-(1-methyl-1H-pyrazole-4-yl)-1',2',3',6'-tetrahydro-[3,4'-bipyridine]-6-carboxamide C(C)C=1C(NC=2C=C(C=NC2C1)CN1CCC(=CC1)C=1C=NC(=CC1)C(=O)NC=1C=NN(C1)C)=O